C(#N)CC1([C@@H]2C=C(C[C@@H]2C1)CC)C#N (1r,5s)-6-(cyanomethyl)-3-ethylbicyclo[3.2.0]hept-3-ene-6-carbonitrile